1,5-diphenyl-1H-pyrrole-3-carboxylic acid C1(=CC=CC=C1)N1C=C(C=C1C1=CC=CC=C1)C(=O)O